N,N-dimethylaminocinnamic acid CN(C)C(C(=O)O)=CC1=CC=CC=C1